FC=1C=C(C=C(C1)F)C1=CC(=CC=C1)C[C@@H]1N(CC[C@@H]1NS(=O)(=O)CC)C(=O)C1=NN(C=C1)C N-[(2S,3S)-2-[(3',5'-difluoro[1,1'-biphenyl]-3-yl)methyl]-1-(1-methyl-1H-pyrazole-3-carbonyl)pyrrolidin-3-yl]ethanesulfonamide